methyl ((2S)-1-((3S)-3-(((3S)-1-amino-6,6-difluoro-2-hydroxy-1-oxoheptan-3-yl)carbamoyl)-2-azaspiro[4.5]decan-2-yl)-3,3-dimethyl-1-oxobutan-2-yl)carbamate NC(C([C@H](CCC(C)(F)F)NC(=O)[C@H]1N(CC2(C1)CCCCC2)C([C@H](C(C)(C)C)NC(OC)=O)=O)O)=O